C(CCCCCC)[Mg]I heptylmagnesium iodide